ClC1=C(C=CC=C1)C1=CC2=C(NC=N2)C=C1 5-(2-chlorophenyl)-1H-benzo[d]imidazole